3-(2,6-bis(benzyloxy)pyridin-3-yl)-6-fluoro-1-methyl-1H-indazol-7-ol C(C1=CC=CC=C1)OC1=NC(=CC=C1C1=NN(C2=C(C(=CC=C12)F)O)C)OCC1=CC=CC=C1